4-(N,N-dimethylcarbamylthio)-2-methoxybenzaldehyde CN(C(=O)SC1=CC(=C(C=O)C=C1)OC)C